cesium gold (III) [Au+3].[Cs+]